COC(C1=CC=C(C=C1)NC(C(CC1=CC=CC=C1)N1C(C=C(C(=C1)OC)C1=C(C=CC(=C1)Cl)C(C)=O)=O)=O)=O 4-(2-(4-(2-acetyl-5-chlorophenyl)-5-methoxy-2-oxopyridin-1(2H)-yl)-3-phenylpropionylamino)benzoic acid methyl ester